C(OC)(O[C@@H]1C[C@@H](CC1)OP(=O)(O)O)=O methyl ((cis)-3-(phosphonooxy)cyclopentyl) carbonate